tert-butyl 3-(S)-propionylaminopyrrolidine-1-carboxylate C(CC)(=O)N[C@@H]1CN(CC1)C(=O)OC(C)(C)C